FC1(CC(C1)N[C@H]1C[C@H](N(CC1)C(=O)N1CC2(CCCC2)[C@@H](CC1)CN1C=NC(=CC1=O)C(F)F)C1=C(C=CC(=C1)F)F)F 3-(((R)-7-((2S,4R)-4-((3,3-Difluorocyclobutyl)amino)-2-(2,5-difluorophenyl)piperidine-1-carbonyl)-7-azaspiro[4.5]decan-10-yl)methyl)-6-(difluoromethyl)pyrimidin-4(3H)-one